(7S)-2-(((1-(2-(4-fluorophenyl)-2-oxoethyl)-1H-pyrazol-4-yl)methyl)amino)-4,7,8-trimethyl-7,8-dihydropteridin-6(5H)-one FC1=CC=C(C=C1)C(CN1N=CC(=C1)CNC1=NC=2N([C@H](C(NC2C(=N1)C)=O)C)C)=O